bis-(3,4-dicarboxyphenyl)dimethylsilane C(=O)(O)C=1C=C(C=CC1C(=O)O)[Si](C)(C)C1=CC(=C(C=C1)C(=O)O)C(=O)O